NC=1C=2N(C3=CC(=C(C=C3N1)F)C(=O)N(CC1=C(C=C(C=C1)C=1C=NN(C1)C(F)F)F)C13CC(C1)C3)C=NC2 4-amino-N-(bicyclo[1.1.1]pentan-1-yl)-N-(4-(1-(difluoromethyl)-1H-pyrazol-4-yl)-2-fluorobenzyl)-7-fluoroimidazo[1,5-a]quinoxaline-8-carboxamide